propynyl-uridine C(#CC)[C@@]1([C@H](O)[C@H](O)[C@@H](CO)O1)N1C(=O)NC(=O)C=C1